2,2'-dimethyl-1,1'-biphenyl CC1=C(C=CC=C1)C1=C(C=CC=C1)C